FC=1C=C(C=CC1)[C@@H]1N(OCC1)C1=CC(=NC=N1)NC=1C(=CC(=C(C1)NC(C=C)=O)N1CCN(CC1)C1COC1)OC N-(5-((6-((R)-3-(3-fluorophenyl)isoxazolidine-2-yl)pyrimidine-4-yl)amino)-4-methoxy-2-(4-(oxetane-3-yl)piperazine-1-yl)phenyl)acrylamide